C(#N)C=1C=C(C=C(C1)C(C)(C)O)S(=O)(=O)NC(NC1=C2CCCC2=CC=2CCCC12)=O 3-cyano-N-(1,2,3,5,6,7-hexahydros-indacen-4-ylcarbamoyl)-5-(2-hydroxypropan-2-yl)benzenesulfonamide